C(CS)(=O)OC(C)O ethanediol monothioglycolate